CC(C)(C)[S@](=O)/N=C(\C)/C1=NC(=CC=C1)C(F)(F)F (S,E)-2-methyl-N-(1-(6-(trifluoromethyl)pyridin-2-yl)ethylidene)propane-2-sulfinamide